1-Bocamino-L-proline C(=O)(OC(C)(C)C)NN1[C@@H](CCC1)C(=O)O